2-(3-(methylamino)-4-nitrophenyl)propanedioic acid dimethyl ester COC(C(C(=O)OC)C1=CC(=C(C=C1)[N+](=O)[O-])NC)=O